chloro-3,4-dihydro-1,5-naphthyridin-2(1H)-one ClN1C(CCC2=NC=CC=C12)=O